7-(Sulfonylmethyl)-2-(1H-pyrrolo[2,3-c]pyridin-4-yl)thieno[3,2-d]pyrimidine S(=O)(=O)=CC1=CSC2=C1N=C(N=C2)C2=C1C(=CN=C2)NC=C1